C(C)(CC)C1=CC=C(CCNC(=O)C2=CN(C=C2)S(=O)(=O)C2=CC=C(C=C2)C(C)(C)C)C=C1 N-(4-(sec-butyl)phenethyl)-1-((4-(tert-butyl)phenyl)sulfonyl)-1H-pyrrole-3-carboxamide